C(C)(=O)S[C@H](C(=O)N[C@H](C(=O)OC(C)C)CCC(C=[N+]=[N-])=O)CCSC isopropyl (S)-2-((S)-2-(acetylthio)-4-(methylthio)butanamido)-6-diazo-5-oxohexanoate